[K+].C(CCC)S(=O)(=O)[O-] butyl-sulfonic acid potassium salt